NC=1C(=NC(=C(N1)C1=CC=C(C=C1)F)C1=CC(=NC(=C1)C)C)C(=O)NCC1=C(C=CC=C1)Br 3-amino-N-(2-bromophenyl-methyl)-6-(2,6-dimethylpyridin-4-yl)-5-(4-fluorophenyl)pyrazine-2-carboxamide